N1(CCNCC1)C=1C=CC(=NC1)NC1=NC(=NC=C1C(F)(F)F)N[C@@H]1CNCCC1 (S)-N4-(5-(piperazin-1-yl)pyridin-2-yl)-N2-(piperidin-3-yl)-5-(trifluoromethyl)pyrimidine-2,4-diamine